COC(C1=CN=C(C(=C1)C1=CC=C(C=C1)Cl)OC)=O (E)-5-(4-Chlorophenyl)-6-methoxynicotinic acid methyl ester